F[P-](F)(F)(F)(F)F.N1(N=NC2=C1C=CC=C2)C(=[N+](C)C)N(C)C N-[(1H-Benzotriazol-1-yl)(dimethylamino)methylene]-N-methyl-methanaminium hexafluorophosphate